methyl (R,E)-2-((tert-butoxycarbonyl)amino)dodec-6-enoate C(C)(C)(C)OC(=O)N[C@@H](C(=O)OC)CCC\C=C\CCCCC